oxo-7,8-dihydropyrido[2,3-d]pyrimidin O=C1C=CC2=C(N=CN=C2)N1